2,4-bis(4-biphenylyl)-6-[2-hydroxy-4-(2-ethylhexyloxy)phenyl]-s-triazine C1(=CC=C(C=C1)C1=NC(=NC(=N1)C1=CC=C(C=C1)C1=CC=CC=C1)C1=C(C=C(C=C1)OCC(CCCC)CC)O)C1=CC=CC=C1